BrC1=C2C(=CC=C1)N(C(C21CCN(CC1)C(=O)C=1C=C2C=NNC2=CC1)=O)CC(=O)N1C(COCC1)(C)C 4-bromo-1-(2-(3,3-dimethylmorpholino)-2-oxoethyl)-1'-(1H-indazole-5-carbonyl)spiro[indolin-3,4'-piperidin]-2-one